NC=1C(N=NC1N)(CO)C 4,5-diamino-3-methyl-3-hydroxymethyl-pyrazole